(R)-N-methyl-N-(1-methyl-2-phenylethyl)prop-2-ynylamine hydrochloride Cl.CN([C@@H](CC1=CC=CC=C1)C)CC#C